[Cu].NC1=NC=C(C2=C1C=NN2COCC[Si](C)(C)C)NC(=O)C(=O)N(CC2=NC(=CC=C2)C)CC2=CC=CC=C2 N-[4-amino-1-(2-trimethylsilylethoxymethyl)pyrazolo[4,3-c]pyridin-7-yl]-N'-benzyl-N'-[(6-methyl-2-pyridyl)methyl]oxamide Copper